C1OCC2C1CN(C2)C2=C(N)C=CC=C2Cl 2-(1,3,3a,4,6,6a-hexahydrofuro[3,4-c]pyrrol-5-yl)-3-chloro-aniline